C(C)SC(NCCC[Si](OCC)(OCC)OCC)(NCCC[Si](OCC)(OCC)OCC)CCCCCCCC[Si](OC)(OC)OC trimethoxysilyloctylbis(triethoxysilylpropylamino)methyl ethyl sulfide